(5-(1-(1-(thiophen-2-ylsulfonyl)pyrrolidin-3-yl)-1,6-dihydroimidazo[4,5-d]pyrrolo[2,3-b]pyridin-2-yl)furan-2-yl)methanol S1C(=CC=C1)S(=O)(=O)N1CC(CC1)N1C(=NC=2C1=C1C(=NC2)NC=C1)C1=CC=C(O1)CO